2-((ethylamino)methyl)-1-methyl-7-(1H-pyrazol-3-yl)-1H-imidazo[4,5-d]thieno[3,2-b]pyridin-4-amine hydrochloride Cl.C(C)NCC1=NC=2C(=C3C(=NC2N)C=C(S3)C3=NNC=C3)N1C